4-hydroxy-N-(4-(4-methylthiazol-5-yl)-2-(piperidin-4-ylmethoxy)benzyl)pyrrolidine-2-carboxamide trifluoroacetate FC(C(=O)O)(F)F.OC1CC(NC1)C(=O)NCC1=C(C=C(C=C1)C1=C(N=CS1)C)OCC1CCNCC1